ClC=1C=C(C=CC1)C([C@H](C=1C=NC=CC1)N(C([O-])=O)[C@H](C(N[C@H](C=O)C[C@H]1C(NCC1)=O)=O)CCCC)(F)F (S)-2-(3-chlorophenyl)-2,2-difluoro-1-(pyridin-3-yl)ethyl((S)-1-oxo-1-(((S)-1-oxo-3-((S)-2-oxopyrrolidin-3-yl)propan-2-yl)amino) hexan-2-yl)carbamate